C(C)(C)(C)OC(=O)N(C=1C(=C(OC=2C(=C(C(=O)OC)C(=CC2)[N+](=O)[O-])Cl)C(=CC1)F)Cl)C(=O)OC(C)(C)C methyl 3-(3-(bis(t-butoxycarbonyl) amino)-2-chloro-6-fluorophenoxy)-2-chloro-6-nitrobenzoate